OCCS(=O)(=O)N1CCC(CC1)COC1=C(C#N)C=C(C=C1)CN1CC2=CC=CC=C2C1 2-((1-((2-hydroxyethyl)sulfonyl)piperidin-4-yl)methoxy)-5-(isoindolin-2-ylmethyl)benzonitrile